6-(2,2-difluorocyclopropyl)-N-(8-fluoro-2-(pyridin-4-yl)-7-(2-hydroxypropan-2-yl)imidazo(1,2-a)pyridin-6-yl)pyridine-2-carboxylate FC1(C(C1)C1=CC=CC(N1C=1C(=C(C=2N(C1)C=C(N2)C2=CC=NC=C2)F)C(C)(C)O)C(=O)[O-])F